3-(4-Fluoro-6-(hydroxymethyl)-1-oxoisoindol-2-yl)piperidine-2,6-dione FC1=C2CN(C(C2=CC(=C1)CO)=O)C1C(NC(CC1)=O)=O